CC=1C=C2C3C=CC(C2=CC1)N3 4-Methyl-11-azatricyclo[6.2.1.02,7]undeca-2,4,6,9-tetraene